C(C)(C)OC=1C=NC=CC1 3-Isopropoxy-pyridin